O[C@H]1C[C@@]2([C@@H](CN(C2)C(=O)OC(C)(C)C)C1)C tert-butyl (3ar,5r,6as)-5-hydroxy-3a-methylhexahydrocyclopenta[c]pyrrole-2(1H)-carboxylate